(2S)-4-(5-(3-((7-bromo-2-((S)-3-carboxybutanoyl)-4-chloro-6-methoxy-3-methylisoindolin-5-yl)oxy)propoxy)-6-methoxyisoindolin-2-yl)-2-methyl-4-oxobutanoic acid BrC=1C(=C(C(=C2C(N(CC12)C(C[C@H](C)C(=O)O)=O)C)Cl)OCCCOC=1C=C2CN(CC2=CC1OC)C(C[C@@H](C(=O)O)C)=O)OC